1,3,5-triethylphenylbutylmagnesium C(C)C1(CC(=CC(=C1)CC)CC)CCCC[Mg]